C1=CC=CC=2C3=CC=CC=C3C(=CC12)CC1=C(C=CC=C1)O 2-(9-phenanthrylmethyl)phenol